FB(OC1=CC=C2C=CC=C3C=CC(C1=C32)=O)F 9-((difluoroboraneyl)oxy)-1H-phenalen-1-one